2-(furan-3-yl)-6-methyl-N-(3-[4-(1-methyl-1H-indol-5-yl)phenyl]propyl)thieno[2,3-d]pyrimidin-4-amine O1C=C(C=C1)C=1N=C(C2=C(N1)SC(=C2)C)NCCCC2=CC=C(C=C2)C=2C=C1C=CN(C1=CC2)C